2-(tert-Butyl(benzyl)-2-azaspiro[3.3]heptan-2-yl)((1s,3s)-3-hydroxy-3-methylcyclobutyl)methanone C(C)(C)(C)C1(N(CC12CCC2)C2[C@H](C[C@]2(C)O)C=O)CC2=CC=CC=C2